Br.COC=1C=C2CCC3=C(N=C(S3)N)C2=CC1 7-methoxy-4,5-dihydronaphtho[1,2-d]thiazol-2-amine, hydrobromide